6-(5-cyclopropylcarbamoyl-3-fluoro-2-methyl-phenyl)-N-(2-methylpropyl)nicotinamide 2-amino-5-(3-chlorophenyl)-4-oxo-4,5-dihydrofuran-3-yl-phenylmethanesulfonate NC=1OC(C(C1C(S(=O)(=O)O)C1=CC=CC=C1)=O)C1=CC(=CC=C1)Cl.C1(CC1)NC(=O)C=1C=C(C(=C(C1)C1=NC=C(C(=O)NCC(C)C)C=C1)C)F